6-Benzyl-1-methyl-5,6,7,8-tetrahydropyrido[4,3-d]pyrimidine-2,4(1H,3H)-dione C(C1=CC=CC=C1)N1CC2=C(N(C(NC2=O)=O)C)CC1